5-fluoro-2-(3-{1-[(1S,3S,4R)-5-methylidene-2-azabicyclo[2.2.2]octane-3-carbonyl]piperidin-4-yl}-1H-pyrrolo[2,3-c]pyridin-1-yl)-N,N-di(propan-2-yl)benzamide FC=1C=CC(=C(C(=O)N(C(C)C)C(C)C)C1)N1C=C(C=2C1=CN=CC2)C2CCN(CC2)C(=O)[C@H]2N[C@@H]1CC([C@H]2CC1)=C